C[Si](O[SiH](O[Si](C)(C)C)O[Si](C)(C)C)(C)C 1,1,1,5,5,5-hexamethyl-3-(trimethylsiloxy)trisiloxane